4,5-Dichloro-2-(3,5-dimethylphenyl)pyridine ClC1=CC(=NC=C1Cl)C1=CC(=CC(=C1)C)C